NC(=O)C1=CC=CC2=CN(N=C12)C1=CC=C(C=C1)NC(=O)C1N(CCCCC1)C 2-[({4-[7-(aminocarbonyl)-2H-indazol-2-yl]phenyl}amino)carbonyl]-1-methylazepan